methyl 2-(6'-bromo-1',3'-dioxo-1'H-spiro[cyclopentane-1,4'-isoquinolin]-2'(3'H)-yl)acetate BrC=1C=C2C3(C(N(C(C2=CC1)=O)CC(=O)OC)=O)CCCC3